C1(=CC=CC=C1)C(=C(C(=O)O)C(=O)O)CCCCCCCCC phenylundecenedicarboxylic acid